(Z)-1-(2-fluoro-4-(1-(4-(trifluoromethoxy)phenyl)-1H-1,2,4-triazol-3-yl)phenyl)-3-(3-(1-methyl-1H-benzo[d]imidazol-4-yl)-4-oxothiazolidine-2-ylidene)urea FC1=C(C=CC(=C1)C1=NN(C=N1)C1=CC=C(C=C1)OC(F)(F)F)NC(=O)\N=C\1/SCC(N1C1=CC=CC=2N(C=NC21)C)=O